FC(OC1=NC=CC(=C1)C([C@@H](C)O)NC(=O)NC1CC(C1)C(F)(F)F)F 1-[(2R)-1-[2-(difluoro-methoxy)pyridin-4-yl]-2-hydroxypropyl]-3-[(1r,3r)-3-(trifluoro-methyl)cyclobutyl]urea